4-(8-amino-3-((2S)-1-(7-((2-(2,6-dioxopiperidin-3-yl)-1,3-dioxoisoindoline-4-yl)thio)heptanoyl)pyrrolidin-2-yl)imidazo[1,5-a]pyrazin-1-yl)-N-(pyridin-2-yl)benzamide NC=1C=2N(C=CN1)C(=NC2C2=CC=C(C(=O)NC1=NC=CC=C1)C=C2)[C@H]2N(CCC2)C(CCCCCCSC2=C1C(N(C(C1=CC=C2)=O)C2C(NC(CC2)=O)=O)=O)=O